C(C1=CC=CC=C1)(=O)OCC=1OC(=C(C(C1C)=O)CC)COC(C1=CC=CC=C1)=O 2,6-dibenzoyloxymethyl-3-methyl-5-ethyl-4-pyrone